styryl-phenyl ether sulfate ammonium salt [NH4+].S(=O)(=O)([O-])[O-].C(=CC1=CC=CC=C1)OC1=CC=CC=C1.[NH4+]